2-[(1R,4R,5S)-5-{[5-cyclopropyl-3-(2,6-dichlorophenyl)-1,2-oxazol-4-yl]methoxy}-2-azabicyclo[2.2.1]heptan-2-yl]-4-fluoro-1,3-benzothiazole-6-carboxylic acid C1(CC1)C1=C(C(=NO1)C1=C(C=CC=C1Cl)Cl)CO[C@@H]1[C@H]2CN([C@@H](C1)C2)C=2SC1=C(N2)C(=CC(=C1)C(=O)O)F